1-(2-(((1-(4-(6-hydroxy-2-phenyl-1,2,3,4-tetrahydronaphthalen-1-yl)phenyl)piperidin-4-yl)(methyl)amino)methyl)phenyl)dihydropyrimidine-2,4(1H,3H)-dione OC=1C=C2CCC(C(C2=CC1)C1=CC=C(C=C1)N1CCC(CC1)N(C)CC1=C(C=CC=C1)N1C(NC(CC1)=O)=O)C1=CC=CC=C1